ICCCCCCCCCCC=C 12-iodododec-1-ene